N-(5-(7'-Fluoro-3'-methyl-2'-oxo-1-(piperidin-4-yl)-2',3'-dihydrospiro[azetidine-3,1'-pyrrolo[2,3-c]quinolin]-8'-yl)-2-(2-(isopropylamino)ethoxy)pyridin-3-yl)methanesulfonamide FC=1C(=CC=2C3=C(C=NC2C1)N(C(C31CN(C1)C1CCNCC1)=O)C)C=1C=C(C(=NC1)OCCNC(C)C)NS(=O)(=O)C